CC1=C(C=C(C=C1)C)N1N=C(C=2C=NC=3C=CC(=CC3C21)C)C2=CC(=C(C=C2)O)OC 4-[1-(2,5-dimethylphenyl)-8-methyl-1H-pyrazolo[4,3-c]quinolin-3-yl]-2-methoxyphenol